NC1=CN=CC(=N1)C(=O)N1CCN(CC1)C(C1=CC=CC=C1)C1=CC=CC=C1 (6-aminopyrazin-2-yl)(4-benzhydrylpiperazin-1-yl)methanone